2,6-dichloro-5-fluoronicotinate ClC1=C(C(=O)[O-])C=C(C(=N1)Cl)F